BrC1=CC=C2C(=NNC2=C1)C(C)N(C(OC(C)(C)C)=O)C[C@H](C)O tert-butyl (1-(6-bromo-1H-indazol-3-yl)ethyl)((S)-2-hydroxypropyl)carbamate